C(C)OCC Ethyloxid